C1(CC1)N1C=C(C(C2=CC(=C(C(=C12)F)N1C[C@@H](N(CC1)C(=O)OC(C)(C)C)C(C)O)F)=O)C(=O)O (R)-1-cyclopropyl-6,8-difluoro-7-(4-tert-butoxycarbonyl-3-(1-hydroxyethyl)-1-piperazinyl)-1,4-dihydro-4-oxoquinoline-3-carboxylic acid